Cl.Cl.CC1=CC=C2C(=N1)[C@@H](C1(O2)CC1)CN |o1:9| rel-1-[(3'S)-5'-methyl-3'H-spiro[cyclopropane-1,2'-furo[3,2-b]pyridin]-3'-yl]methanamine dihydrochloride